3-(6-(azetidin-1-yl)pyridin-3-yl)-6-(7,8-dimethyl-[1,2,4]triazolo[4,3-b]pyridazin-6-yl)-5,6,7,8-tetrahydro-1,6-naphthyridine N1(CCC1)C1=CC=C(C=N1)C=1C=NC=2CCN(CC2C1)C=1C(=C(C=2N(N1)C=NN2)C)C